(1R,4R)-5-((2S,3S,4R)-2,3,4,5-tetrahydroxypentyl)-2,5-diazabicyclo[2.2.1]heptan O[C@@H](CN1[C@H]2CN[C@@H](C1)C2)[C@@H]([C@@H](CO)O)O